BrC1=C(C=C(C=C1)S(=O)(=O)NCCC(OCC)OCC)C 4-bromo-N-(3,3-diethoxypropyl)-3-methylbenzenesulfonamide